NC1=C(C=C(C=N1)NC(C(N1[C@H](CC[C@@H](C1)C)C1=CC=C2C=C(C(=NC2=C1)C1CCN(CC1)C)C)=O)=O)CC |r| N-(6-amino-5-ethyl-3-pyridyl)-2-oxo-2-[rac-(2R,5S)-5-methyl-2-[3-methyl-2-(1-methyl-4-piperidyl)-7-quinolyl]-1-piperidyl]acetamide